3-(hydroxymethyl)pyrrolidin OCC1CNCC1